3-iodo-2-oxopropyl acetate C(C)(=O)OCC(CI)=O